Cl.C(C)OC(CC1=C(C=CC=C1)C(F)(F)F)=N.C1(CCCCC1)CN1C(N(N=C1CC1=C(C=CC=C1)C(F)(F)F)C)=O 4-(cyclohexylmethyl)-2-methyl-5-(2-(trifluoromethyl)benzyl)-2,4-dihydro-3H-1,2,4-triazol-3-one ethyl-2-(2-(trifluoromethyl)phenyl)acetimidate hydrochloride